1-((4,4-difluorocyclohexyl)methyl)-4-methyl-3-(trifluoromethyl)-1H-pyrazole-5-carboxamide FC1(CCC(CC1)CN1N=C(C(=C1C(=O)N)C)C(F)(F)F)F